oleic acid (4aS,7aS,12bS)-3-(cyclopropylmethyl)-4a-hydroxy-7-methylene-2,3,4,4a,5,6,7,7a-octahydro-1H-4,12-methanobenzofuro[3,2-e]isoquinolin-9-yl ester C1(CC1)CN1C2[C@@]3(CCC([C@H]4[C@]3(CC1)C1=C(O4)C(=CC=C1C2)OC(CCCCCCC\C=C/CCCCCCCC)=O)=C)O